Cl.Cl.NCCOC1=CC(=NC=C1)NC1=NC(=NN2C1=C(C(=C2)C2=NN(C=C2)C)C)C=2N(C=CN2)C N-(4-(2-Aminoethoxy)pyridin-2-yl)-5-methyl-2-(1-methyl-1H-imidazol-2-yl)-6-(1-methyl-1H-pyrazol-3-yl)pyrrolo[2,1-f][1,2,4]triazin-4-amine dihydrochloride salt